2-((2-(2-Cyclopentylethyl)-4-((trifluoromethyl)sulfonyl)-2,3,4,5-tetrahydro-1H-benzo[e][1,4]diazepin-1-yl)methyl)-N,6-dimethylpyridin-4-amine C1(CCCC1)CCC1CN(CC2=C(N1CC1=NC(=CC(=C1)NC)C)C=CC=C2)S(=O)(=O)C(F)(F)F